2-bromo-5-(2,8-dimethyl-[1,2,4]triazolo[1,5-a]pyridin-6-yl)-4-isopropyl-3-methyl-6H-thieno[2,3-b]pyrrole BrC1=C(C2=C(NC(=C2C(C)C)C=2C=C(C=3N(C2)N=C(N3)C)C)S1)C